C(C)(C)(C)OC(=O)N1CCN(CC1)C(C([2H])([2H])[2H])([2H])[2H].N1CC(C1)COC1=C(C(=O)NC=2C=C3CN(C(C3=CC2)=O)C2C(NC(CC2)=O)=O)C=CC=C1 (azetidin-3-ylmethoxy)-N-(2-(2,6-dioxopiperidin-3-yl)-1-oxoisoindolin-5-yl)benzamide tert-Butyl-4-ethyl-d5-piperazine-1-carboxylate